C1CC2(CCC3=C2C(=CC=C3)O)C4=C1C=CC=C4O (S)-1,1'-spirobiindane-7,7'-diol